7-(perfluorophenyl)dibenzo[c,e]oxepin-5(7H)-one FC1=C(C(=C(C(=C1F)F)F)F)C1C2=C(C3=C(C(O1)=O)C=CC=C3)C=CC=C2